FC=1C=C(CN2CC=3C(N(C=4N=CC=CC4C3CC2)CC2=CC=C(C=C2)F)=O)C=CC1 3-(3-fluorobenzyl)-6-(4-fluorobenzyl)-2,3,4,6-tetrahydropyrido[3,4-c][1,8]naphthyridine-5(1H)-one